ClC1=CC=C(C[C@H]2CO[C@H](CN2C2CCC(CC2)C2=NN(C(=C2)C)C)C2=CC(=NO2)C)C=C1 (2R,5S)-5-(4-Chlorobenzyl)-4-(4-(1,5-dimethyl-1H-pyrazol-3-yl)cyclohexyl)-2-(3-methylisoxazol-5-yl)morpholin